2-chloro-N-[(4-methoxyphenyl)methyl]-9H-purin-6-amine ClC1=NC(=C2N=CNC2=N1)NCC1=CC=C(C=C1)OC